3-((1-(5-ethyl-11-methylimidazo[1,5-a][1,2,4]triazolo[4,3-c]quinazolin-9-yl)ethyl)amino)-6-methylpicolinic acid C(C)C=1N=CN2C1N1C(C=3C=C(C=C(C23)C(C)NC=2C(=NC(=CC2)C)C(=O)O)C)=NN=C1